5-(2-benzyloxy-4-cyclopropyl-6-methyl-phenyl)-N-[(3R)-1-methyl-3-piperidyl]oxazolo[4,5-b]pyridin-2-amine C(C1=CC=CC=C1)OC1=C(C(=CC(=C1)C1CC1)C)C1=CC=C2C(=N1)N=C(O2)N[C@H]2CN(CCC2)C